tert-butyl (1-((3-(2,2-dimethyl-3-oxopropyl)phenyl)sulfonyl) piperidin-4-yl)carbamate CC(CC=1C=C(C=CC1)S(=O)(=O)N1CCC(CC1)NC(OC(C)(C)C)=O)(C=O)C